C(C)(=O)C=1C(=NC(=CC1)N1C=NC2=C1C=C(C=C2)NC=2N=NC(=CC2)C)N2N=C(C=C2C)C#N 1-[3-acetyl-6-[6-[(6-methylpyridazin-3-yl)amino]benzimidazol-1-yl]-2-pyridinyl]-5-methyl-pyrazole-3-carbonitrile